N1[C@H](CCC1)CO (R)-pyrrolidin-2-yl-methanol